CC1=CC=C2C(=N1)OC(=N2)C2=CC=C(C=C2)NC(=O)C2COCC2 N-[4-(5-Methyloxazolo[5,4-b]pyridin-2-yl)phenyl]tetrahydrofuran-3-carboxamid